CN1[C@H](CN(C2=C(C=CC=C12)C)S(=O)(=O)C1=C(C=C(C=C1)C=1C=NN(C1)C)C)C (2S)-1,2,5-trimethyl-4-[2-methyl-4-(1-methyl-1H-pyrazol-4-yl)benzenesulfonyl]-1,2,3,4-tetrahydroquinoxaline